7-(3,3-dimethylcyclobutyl)-N-(oxan-4-yl)imidazo[4,3-f][1,2,4]triazin-2-amine CC1(CC(C1)C1=NC=C2C=NC(=NN21)NC2CCOCC2)C